3-{N-[2-(Dimethylamino)ethyl]carbamoyl}Cholesterol CN(CCNC(=O)[C@]1(CC2=CC[C@H]3[C@@H]4CC[C@H]([C@@H](CCCC(C)C)C)[C@]4(CC[C@@H]3[C@]2(CC1)C)C)O)C